1-(9-octyl-9H-carbazole-2-yl)-N1-phenyl-benzene-1,4-diamine C(CCCCCCC)N1C2=CC=CC=C2C=2C=CC(=CC12)C1(CC=C(C=C1)N)NC1=CC=CC=C1